6-(2-(3-methoxyphenyl)pyridin-3-yl)-1-methyl-1H-indazole COC=1C=C(C=CC1)C1=NC=CC=C1C1=CC=C2C=NN(C2=C1)C